N1=C(C=CC=C1)CNC1(CCOCC1)C(=O)N[C@@H](C)C1=CC=C(C(=O)O)C=C1 4-[(1S)-1-[[4-(2-pyridylmethylamino)tetrahydropyran-4-carbonyl]amino]ethyl]benzoic acid